4-((2-(azetidin-3-yloxy)-6-fluorobenzyl)amino)-2,6-difluoro-N-(thiazol-4-yl)benzenesulfonamide N1CC(C1)OC1=C(CNC2=CC(=C(C(=C2)F)S(=O)(=O)NC=2N=CSC2)F)C(=CC=C1)F